methyl 4-(5-aminopent-1-yn-1-yl)-2-(3-aminoprop-1-yn-1-yl)benzoate NCCCC#CC1=CC(=C(C(=O)OC)C=C1)C#CCN